trans-N-(8-amino-6-(2-oxotetrahydro-2H-cyclopenta[d]oxazol-3(3aH)-yl)isoquinolin-3-yl)-2-cyanocyclopropane-1-carboxamide NC=1C=C(C=C2C=C(N=CC12)NC(=O)[C@H]1[C@@H](C1)C#N)N1C(OC2C1CCC2)=O